4-(6-(Benzyloxy)-9-(2-methylpyridin-4-yl)-9H-purin-2-yl)morpholine C(C1=CC=CC=C1)OC1=C2N=CN(C2=NC(=N1)N1CCOCC1)C1=CC(=NC=C1)C